N[C@H](C(=O)N1[C@@H]([C@H]2[C@H]3C=C[C@@H]([C@]2(C1)F)C3)C(=O)N[C@H](C(=O)N)C[C@H]3C(NCC3)=O)C(C)(C)C (2S)-2-{[(1R,2R,3S,6S,7S)-4-[(2S)-2-amino-3,3-dimethylbutanoyl]-6-fluoro-4-azatricyclo[5.2.1.0^{2,6}]dec-8-en-3-yl]formamido}-3-[(3S)-2-oxopyrrolidin-3-yl]propanamide